4-amino-5-chloro-2-hydroxy-N-(1-(3-methoxypropyl)piperidin-4-yl)-2,3-dihydrobenzofuran-7-carboxamide NC1=C(C=C(C2=C1CC(O2)O)C(=O)NC2CCN(CC2)CCCOC)Cl